ClC(C(O)O)(Cl)Cl Chloralhydrat